2-(4-vinyl-phenyl)isonicotinic acid methyl ester COC(C1=CC(=NC=C1)C1=CC=C(C=C1)C=C)=O